(3R,4R)-1-pyrrolidinecarboxylic acid N1(CCCC1)C(=O)O